biphenylyl[(diphenyltriazinyl)phenyl]dibenzofuran methyl-2-amino-6-(benzyloxy)-9-bromo-10-chloro-[1,2,4]triazolo[5,1-a]isoquinoline-5-carboxylate COC(=O)C=1N2C(C3=C(C(=CC=C3C1OCC1=CC=CC=C1)Br)Cl)=NC(=N2)N.C2(=C(C=CC=C2)C2=C(C1=C(OC3=C1C=CC=C3)C=C2)C2=C(C=CC=C2)C2=NN=NC(=C2C2=CC=CC=C2)C2=CC=CC=C2)C2=CC=CC=C2